methyl-5-oxo-4-(2-propyl)-2H-pyrazolo[4,3-b]pyridin CN1N=C2C(N(C(C=C2)=O)C(C)C)=C1